1-[2-(trifluoromethyl)pyridin-3-yl]Methylamine FC(C1=NC=CC=C1CN)(F)F